3,5,5-trimethylcaprolactone CC1CC(=O)OCC(C1)(C)C